1-[7-[2,6-difluoro-3-[(3-fluoro-2-methyl-phenyl)sulfonylamino]anilino]thiazolo[5,4-d]pyrimidin-2-yl]indazole-3-carboxylic acid FC1=C(NC=2C3=C(N=CN2)SC(=N3)N3N=C(C2=CC=CC=C32)C(=O)O)C(=CC=C1NS(=O)(=O)C1=C(C(=CC=C1)F)C)F